6-{5-chloro-2-[(Oxan-4-yl)amino]pyrimidin-4-yl}-2-{2-[(3S)-methyl-1,2,3,4-tetrahydroisoquinolin-2-yl]-2-oxoethyl}-2,3-dihydro-1H-isoindol-1-one ClC=1C(=NC(=NC1)NC1CCOCC1)C1=CC=C2CN(C(C2=C1)=O)CC(=O)N1C(C2=CC=CC=C2CC1)C